CC1=NN=C(O1)C12CC(C1)(C2)N 3-(5-methyl-1,3,4-oxadiazol-2-yl)bicyclo[1.1.1]pentan-1-amine